BrC1=NC=C(C=N1)N1C[C@@H](CC1)OC=1C(=NC=2N(C1C)N=C(N2)C)C (R)-6-((1-(2-bromopyrimidin-5-yl)pyrrolidin-3-yl)oxy)-2,5,7-trimethyl-[1,2,4]triazolo[1,5-a]pyrimidine